FC(OC1=CC=C(C=C1)C=1C=CC2=C(N=C(O2)N)C1)(F)F 5-(4-trifluoromethoxyphenyl)-2-aminobenzoxazole